(R)-7-((1-Benzylpiperidin-3-yl)amino)-2-methylpyrazolo[1,5-d][1,2,4]triazin-4-ol C(C1=CC=CC=C1)N1C[C@@H](CCC1)NC1=NN=C(C=2N1N=C(C2)C)O